5-(pyrimidin-2-yl)-N-(3-(trifluoromethyl)bicyclo[1.1.1]pentan-1-yl)benzamide N1=C(N=CC=C1)C=1C=CC=C(C(=O)NC23CC(C2)(C3)C(F)(F)F)C1